N1C(=NC2=C1C=CC=C2)C2=CC=C(C(=O)O)C=C2 4-(1H-benzimidazol-2-yl)benzoic acid